(R)-1,1'-binaphthalene C1(=CC=CC2=CC=CC=C12)C1=CC=CC2=CC=CC=C12